(5-bromo-4-((2-(isopropylsulfonyl)phenyl)amino)pyrimidine-2-yl)amino-1-methylindolin-2-one BrC=1C(=NC(=NC1)NC1C(N(C2=CC=CC=C12)C)=O)NC1=C(C=CC=C1)S(=O)(=O)C(C)C